FC=1C=C(C=CC1)C(C=C)O 1-(3-fluorophenyl)prop-2-en-1-ol